FC(C(C(C(C(C(=O)O)(F)F)(F)F)(F)F)(F)F)(F)F undecafluorohexanoic acid